2-iodo-N-(1-methylpiperidin-4-yl)-1-(2,2,2-trifluoroethyl)-1H-indol-4-amine IC=1N(C=2C=CC=C(C2C1)NC1CCN(CC1)C)CC(F)(F)F